N,N-dimethylhexahydro-2H-furo[2,3-c]Pyrrol-3-amine bis(2,2,2-trifluoroacetate) FC(C(=O)O)(F)F.FC(C(=O)O)(F)F.CN(C1COC2CNCC21)C